1-(3-(6-chloro-4-(trifluoromethyl)nicotinamido)-4-((3S,5R)-3,4,5-trimethylpiperazin-1-yl)phenyl)-1H-1,2,3-triazole-4-carboxylate ClC1=NC=C(C(=O)NC=2C=C(C=CC2N2C[C@@H](N([C@@H](C2)C)C)C)N2N=NC(=C2)C(=O)[O-])C(=C1)C(F)(F)F